N1=NC(=CC2=C1C1=C(CCC2)C=CC=C1)N1N=C(N=C1N)NC=1C=CC2=C(CCC(CC2)N2C[C@H](CC2)O)C1 1-(6,7-dihydro-5H-benzo[6,7]cyclohepta[1,2-c]pyridazin-3-yl)-N3-(7-(3-(S)-hydroxypyrrolidin-1-yl)-6,7,8,9-tetrahydro-5H-benzo[7]annulene-2-yl)-1H-1,2,4-triazole-3,5-diamine